1-methoxy-1-t-butylperoxycyclohexane COC1(CCCCC1)OOC(C)(C)C